C(C)(=O)N1CC=2N(CC1)C(=NC2C2=C1C=C(C(=NC1=CC=C2)C=2C=CC(=NC2)C(=O)OC)C(F)F)CC methyl 5-(5-(7-acetyl-3-ethyl-5,6,7,8-tetrahydroimidazo[1,5-a]pyrazin-1-yl)-3-(difluoromethyl)quinolin-2-yl)picolinate